C1(=C(C=CC=C1)NC1=C(C(=O)OC)C=CC=C1)C methyl 2-(o-tolyl-amino)benzoate